C(C)(C)(C)OC(=O)N1CCC=C(C1)C=1SC(=NN1)C 5-(5-methyl-1,3,4-thiadiazol-2-yl)-3,6-dihydropyridine-1(2H)-carboxylic acid tert-butyl ester